FC=1C=C2C(C(NC2=CC1)=O)=CC1CCC(CC1)C1=CC=CC=C1 5-fluoro-3-(4-phenylcyclohexyl)methyleneindol-2-one